(CIS)-7-({[(CIS)-4-phenylcyclohexyl]oxy}methyl)-4-oxa-1,8-diazaspiro[5.5]undecan-2-one C1(=CC=CC=C1)[C@H]1CC[C@H](CC1)OCC1C2(COCC(N2)=O)CCCN1